C(#N)[C@H](CC1=CC=C(C=C1)C=1C=CC2=C(N(C(O2)=O)CCN(C)C)C1)NC(=O)[C@H]1OCCCNC1 (2S)-N-[(1S)-1-cyano-2-(4-{3-[2-(dimethylamino)ethyl]-2-oxo-2,3-dihydro-1,3-benzoxazol-5-yl}phenyl)ethyl]-1,4-oxazepan-2-carboxamide